Butyl (E)-4-((4-(methylthio)phenyl)amino)-4-oxo-3-phenylbut-2-enoate CSC1=CC=C(C=C1)NC(/C(=C/C(=O)OCCCC)/C1=CC=CC=C1)=O